N-[4-(Chlorodifluoromethoxy)phenyl]-1-{2-methyl-2H-pyrazolo[4,3-b]pyridin-6-yl}-6-oxo-1,6-dihydropyridine-3-carboxamide ClC(OC1=CC=C(C=C1)NC(=O)C1=CN(C(C=C1)=O)C1=CC=2C(N=C1)=CN(N2)C)(F)F